ClC1=C(C=CC=C1Cl)C(C1=CC=C2C=CC=NC2=C1OC)C=1C(=NC=CC1)N ((2,3-Dichlorophenyl)(8-methoxyquinolin-7-yl)methyl)pyridin-2-amine